[C@H]12CC(C[C@H](CC1)N2)N(C2=CC=C(N=N2)C=2C=C1C=CC=NC1=CC2O)C 6-(6-(((1R,3s,5S)-8-azabicyclo[3.2.1]octan-3-yl)(methyl)amino)pyridazin-3-yl)quinolin-7-ol